5-(5-fluoro-3-pyridinyl)-3-isopropyl-2-methyl-pyrazolo[1,5-a]Pyrimidin-7-ol FC=1C=C(C=NC1)C1=NC=2N(C(=C1)O)N=C(C2C(C)C)C